CC1=NC(=CC=C1C(C(=O)OCC)C(=O)OCC)C(F)(F)F diethyl 2-[2-methyl-6-(trifluoromethyl)-3-pyridyl]propanedioate